potassium 1,3-propylenediamine tetraacetate C(C)(=O)ON(CCCN(OC(C)=O)OC(C)=O)OC(C)=O.[K]